C(C)N(O)CC dieth-ylhydroxylamine